(S)-7-((R)-1-Methoxyethyl)-4-((R)-3-(methylamino)pyrrolidin-1-yl)-7,8-dihydro-6H-pyrimido[5,4-b][1,4]oxazin-2-amine CO[C@H](C)[C@H]1NC2=C(OC1)C(=NC(=N2)N)N2C[C@@H](CC2)NC